5-(1-(m-tolyl)-1H-indazol-6-yl)pyridin-2-amine C1(=CC(=CC=C1)N1N=CC2=CC=C(C=C12)C=1C=CC(=NC1)N)C